C(CCCCCCCCCCCCC)OC1=C(C(=O)O[C@@H]1[C@@H](O)CO)O myristyl-ascorbate